C(CCCCCCC\C=C/CCCCCCCC)(=O)C(O)C(OC(C)=O)CO oleoyl-2-acetylglycerol